N-(methylethylaminomethyl)acrylamide oxygen [O].CC(NC(C=C)=O)NCC